C1(CC1)NC(C(C(C[C@H]1C(NCC1)=O)NC([C@H](CC(C)(C)C)NC(C[C@@H](C)C1=CC=CC=C1)=O)=O)=O)=O (2S)-N-(4-(Cyclopropylamino)-3,4-dioxo-1-((S)-2-oxopyrrolidin-3-yl)butan-2-yl)-4,4-dimethyl-2-((R)-3-phenylbutanamido)pentanamid